5-((1S,5R)-1-(5-(quinuclidin-4-yl)-1,3,4-oxadiazol-2-yl)-5-(trifluoromethyl)-3-azabicyclo[3.1.0]hexan-3-yl)quinoline-8-carbonitrile N12CCC(CC1)(CC2)C2=NN=C(O2)[C@@]21CN(C[C@]1(C2)C(F)(F)F)C2=C1C=CC=NC1=C(C=C2)C#N